N,N-dichloroethylmethylamine hydrochloride Cl.ClN(Cl)CCC